C(=O)=[Ir+3] trans-carbonyl-iridium (III)